C(C)(C)(C)N1C(C(C[C@H]1CO[Si](C1=CC=CC=C1)(C1=CC=CC=C1)C(C)(C)C)C)=O tert-butyl-(5S)-5-(((tert-butyldiphenylsilyl)oxy)methyl)-3-methyl-2-oxopyrrolidine